C(C1=CC=CC=C1)(C1=CC=CC=C1)(C1=CC=CC=C1)N1CCOCC1 4-tritylmorpholin